(7-methoxy-4-(1-methyl-3-phenyl-1H-pyrazol-4-yl)pyrido[3,2-d]pyrimidin-6-yl)-5-methyl-1-(trifluoromethyl)-1H-pyrazole-4-carboxamide COC1=CC=2N=CN=C(C2N=C1C1=NN(C(=C1C(=O)N)C)C(F)(F)F)C=1C(=NN(C1)C)C1=CC=CC=C1